3-ethyl-7-(hydroxymethyl)-1,8-naphthyridin-2(1H)-one C(C)C=1C(NC2=NC(=CC=C2C1)CO)=O